N,N-Bis(2-hydroxyethyl)-2-aminoethanesulfonic acid sodium salt [Na+].OCCN(CCS(=O)(=O)[O-])CCO